cyclopropylcarbonyl-α,α-dimethylphenylacetic acid methyl ester COC(C(C)(C)C1=C(C=CC=C1)C(=O)C1CC1)=O